tert-Butyl 4-((5-bromopyridin-2-yl)methyl)piperazine-1-carboxylate BrC=1C=CC(=NC1)CN1CCN(CC1)C(=O)OC(C)(C)C